O1C(NC(C2=C1C=CC=C2)=O)=O 2H-benzo[e][1,3]-oxazine-2,4(3H)-dione